racemic-((3R,4R)-1-cyclohexyl-3-dimethylcarbamoyl-piperidin-4-yl)-carbamic acid tert-butyl ester C(C)(C)(C)OC(N[C@H]1[C@@H](CN(CC1)C1CCCCC1)C(N(C)C)=O)=O |r|